1-phenyl-4-hydroxy-3-(2,2,2-trifluoroethane-1-one-1-yl)-[1]benzothieno[3,2-h]quinoline C1(=CC=CC=C1)N1CC(=C(C2=CC=C3C(=C12)SC1=C3C=CC=C1)O)C(C(F)(F)F)=O